OC[C@H](C)NC(=O)C=1C=NC2=C(C=CC=C2C1)C1=CCC(CC1)C(F)(F)F N-((S)-1-hydroxypropan-2-yl)-8-(4-(trifluoromethyl)cyclohex-1-en-1-yl)quinoline-3-carboxamide